8-(4-cyano-2-fluorophenyl)-N-(oxetan-3-yl)-6,9-dioxo-5-(4-(trifluoromethyl)benzyl)-5,8-diazaspiro[3.5]nonane-2-carboxamide C(#N)C1=CC(=C(C=C1)N1CC(N(C2(CC(C2)C(=O)NC2COC2)C1=O)CC1=CC=C(C=C1)C(F)(F)F)=O)F